C(C(CN)O)C(=O)O The molecule is a gamma-amino acid comprising 4-aminobutyric acid having a 2-hydroxy substituent. It is a gamma-amino acid and a 3-hydroxy monocarboxylic acid. It derives from a butyric acid. It is a conjugate acid of a 4-amino-3-hydroxybutanoate. It is a tautomer of a gamma-amino-beta-hydroxybutyric acid zwitterion.